ClC1=NC=C(C(=N1)OC1=NC=2C=CC3=C(C2N=C1)C1=C(S3)C(N[C@@H](CN1)C)=O)CN1C(C(CC1)O)=O (10R)-3-((2-chloro-5-((3-hydroxy-2-oxopyrrolidin-1-yl)methyl)pyrimidin-4-yl)oxy)-10-methyl-9,10,11,12-tetrahydro-8H-[1,4]diazepino[5',6':4,5]thieno[3,2-f]quinoxalin-8-one